N-(4-(4-amino-7-methyl-7H-pyrrolo[2,3-d]pyrimidin-5-yl)-3-methylphenyl)-2-(3-isopropylphenyl)acetamide NC=1C2=C(N=CN1)N(C=C2C2=C(C=C(C=C2)NC(CC2=CC(=CC=C2)C(C)C)=O)C)C